ethyl 3-oxo-4-(trifluoromethyl)-3,5,6,7-tetrahydro-2H-cyclopenta[c]pyridazine-7-carboxylate O=C1C(=C2C(=NN1)C(CC2)C(=O)OCC)C(F)(F)F